3-amino-2-methyl-4-(m-tolyl-(p-tolyl)phosphoryl)butanoic acid methyl ester hydrochloride Cl.COC(C(C(CP(=O)(C1=CC=C(C=C1)C)C=1C=C(C=CC1)C)N)C)=O